piperazine-2-carboxylate N1C(CNCC1)C(=O)[O-]